COC1=CC=NC2=C3N=CC=CC3=CC=C12 4-methoxy-1,10-phenanthroline